N1=C(C=CC=C1)CN1CCN(CCN(CC1)CC1=NC=CC=C1)CC1=NC=CC=C1 1,4,7-tris(2-pyridylmethyl)-1,4,7-triazacyclononane